N-((1S,3R)-3-((2'-(benzyloxy)-3',6-difluoro-[1,1'-biphenyl]-3-yl)methyl)-3-(4-((S)-1-(benzyloxy)ethyl)oxazol-2-yl)cyclopentyl)methanesulfonamide C(C1=CC=CC=C1)OC1=C(C=CC=C1F)C1=CC(=CC=C1F)C[C@]1(C[C@H](CC1)NS(=O)(=O)C)C=1OC=C(N1)[C@H](C)OCC1=CC=CC=C1